1-methyl 2-((S)-2-((((9H-fluoren-9-yl)methoxy)carbonyl)amino)-3-((tert-butoxycarbonyl)amino)propanamido)-propanoate C1=CC=CC=2C3=CC=CC=C3C(C12)COC(=O)N[C@H](C(=O)NC(C(=O)OC)C)CNC(=O)OC(C)(C)C